C1(CC1)C(C1=NC=2N(C=C1)C=C(N2)[C@@H](NC(=O)C=2C=NN(C2C)CCC(F)(F)F)C2CCC(CC2)(F)F)NC(CCC(F)(F)F)=O N-((1S)-(7-(Cyclopropyl(4,4,4-trifluorobutanamido)methyl)imidazo[1,2-a]pyrimidin-2-yl)(4,4-difluorocyclohexyl)methyl)-5-methyl-1-(3,3,3-trifluoropropyl)-1H-pyrazole-4-carboxamide